C1=CC=C(C=C1)C(F)(F)F α,α-trifluorotoluene